2-(phenethylamino)cyclopentan-1-ol C(CC1=CC=CC=C1)NC1C(CCC1)O